CC(C#N)C(C)(C)C 2,3,3-trimethylbutyronitrile